N[C@@](CNC1=NC(=C2C(=N1)N(N=C2)C)NC=2C=NC(=CC2)C(F)(F)F)(C)C2=CC=CC=C2 |o1:1| rel-N6-[(2S)-2-amino-2-phenyl-propyl]-1-methyl-N4-[6-(trifluoromethyl)-3-pyridinyl]pyrazolo[3,4-d]pyrimidine-4,6-diamine